7-(cyclopropylmethoxy)-5-fluoro-2-(((tetrahydro-2H-pyran-4-yl)thio)methyl)quinazolin-4(3H)-one C1(CC1)COC1=CC(=C2C(NC(=NC2=C1)CSC1CCOCC1)=O)F